1-(quinoxalin-2-yl)piperidine-3-carbohydrazide N1=C(C=NC2=CC=CC=C12)N1CC(CCC1)C(=O)NN